3,4-difluoro-2-(2-fluoro-4-iodo-phenylamino)benzoic acid FC=1C(=C(C(=O)O)C=CC1F)NC1=C(C=C(C=C1)I)F